2,4-dichloro-5-(methylsulfonyl)pyrimidine ClC1=NC=C(C(=N1)Cl)S(=O)(=O)C